The molecule is a nitro compound in which the nitrogen of the nitro group is bonded to a chlorine. It is used as a nitrating and chlorinating agent in organic synthesis. It has a role as an oxidising agent, an apoptosis inducer and a reagent. It is a nitro compound and a chlorine molecular entity. [NH+](=O)[O-].[Cl-]